8-methyl-7-(3-((thiazol-4-ylmethyl)amino)-7,8-dihydro-1,6-naphthyridin-6(5H)-yl)-4H-pyrimido[1,2-b]pyridazin-4-one CC1=CC=2N(N=C1N1CC=3C=C(C=NC3CC1)NCC=1N=CSC1)C(C=CN2)=O